2-fluoro-1-[(2S)-2-({[4-(3-phenyl-1H-pyrrolo[3,2-b]pyridin-2-yl)pyridin-3-yl]oxy}methyl)pyrrolidin-1-yl]prop-2-en-1-one FC(C(=O)N1[C@@H](CCC1)COC=1C=NC=CC1C1=C(C2=NC=CC=C2N1)C1=CC=CC=C1)=C